C(C)(C)(C)OC(=O)NCCCCOCCOC1=NC=2C=C(C=CC2C2=C1N=C(N=C2)S(=O)(=O)C)C(=O)OC Methyl 5-(2-(4-((tert-butoxycarbonyl)amino)butoxy)ethoxy)-3-(methylsulfonyl)pyrimido[4,5-c]quinoline-8-carboxylate